4-[6-({1-[(4-cyclobutylphenyl)carbamoyl]-D-prolyl}amino)pyridin-3-yl]benzoic acid C1(CCC1)C1=CC=C(C=C1)NC(=O)N1[C@H](CCC1)C(=O)NC1=CC=C(C=N1)C1=CC=C(C(=O)O)C=C1